CN1C2=C3C(C(C4=C(C3=CC1=O)C=CC=C4)=O)=C(C=C2)NC2CCCCC2 3-methyl-6-(cyclohexylamino)-3H-dibenzo[F,IJ]isoquinoline-2,7-dione